(Z)-but-2-enedicarboxylate C(\C=C/C)(C(=O)[O-])C(=O)[O-]